2-(1-(1-(3-isopropyl-1,2,4-oxadiazol-5-yl)piperidin-4-yl)ethoxy)-6-(2-(trifluoromethyl)-4-(methylsulfonyl)phenyl)imidazo[2,1-b][1,3,4]thiadiazol C(C)(C)C1=NOC(=N1)N1CCC(CC1)C(C)OC1=NN2C(S1)=NC(=C2)C2=C(C=C(C=C2)S(=O)(=O)C)C(F)(F)F